picolinamide-3-d N1=C(C(=CC=C1)[2H])C(=O)N